[1,3-bis(2,6-diisopropylphenyl)imidazolidin-2-ylidene](2-isopropoxy-5-nitrobenzylidene)diiodo-ruthenium (II) C(C)(C)C1=C(C(=CC=C1)C(C)C)N1C(N(CC1)C1=C(C=CC=C1C(C)C)C(C)C)=[Ru-4](I)(I)=CC1=C(C=CC(=C1)[N+](=O)[O-])OC(C)C